5-(sulfamoyl)benzamide S(N)(=O)(=O)C=1C=CC=C(C(=O)N)C1